O1C(=CC=C1)CN(C(C1=CC=C(C=C1)C)=O)CC=1C(NC2=CC=C(C=C2C1)OC)=O N-(2-furylmethyl)-N-[(6-methoxy-2-oxo-1H-quinolin-3-yl)methyl]-4-methyl-benzamide